Cl.FC(C1=NN=C(O1)C1=CC=C(CN(S(=O)(=O)C2CCNCC2)C=2C=C(C=CC2)C)C=C1)F N-(4-(5-(difluoromethyl)-1,3,4-oxadiazol-2-yl)benzyl)-N-(m-tolyl)piperidine-4-sulfonamide hydrochloride